5-chloro-N4-(2-dimethylphosphorylphenyl)-N2-(4-Methoxy-3-morpholinyl-phenyl)pyrimidine-2,4-diamine ClC=1C(=NC(=NC1)NC1=CC(=C(C=C1)OC)N1CCOCC1)NC1=C(C=CC=C1)P(=O)(C)C